C(C)(C)(C)C(C(=O)[O-])(C(=O)[O-])CCCCCCCCCCC.[Na+].ClCC(=O)NC=1C=C(C=CC1)NC(C1=CC(=CC=C1)OCC#C)=O.[Na+] N-(3-(2-chloroacetamido)phenyl)-3-(prop-2-yn-1-yloxy)benzamide Sodium 2-(tert-butyl)-2-undecylmalonate